(R)-2-(difluoromethyl)-1-isobutylpiperazine hydrochloride Cl.FC([C@@H]1N(CCNC1)CC(C)C)F